(2R)-2-amino-N-[6-(4-tert-butyl-2-methyl-phenyl)-2-methyl-4-oxo-1H-pyridin-3-yl]propanamide N[C@@H](C(=O)NC1=C(NC(=CC1=O)C1=C(C=C(C=C1)C(C)(C)C)C)C)C